(R)-tert-butyl 4-(3-(2-(methoxymethoxy)phenyl)-5-methyl-7,8-dihydro-5H-pyrido[3',4':4,5]pyrrolo[2,3-c]pyridazin-6(9H)-yl)piperidine-1-carboxylate COCOC1=C(C=CC=C1)C1=CC2=C(N=N1)NC1=C2[C@H](N(CC1)C1CCN(CC1)C(=O)OC(C)(C)C)C